ClC=1C=C2C(=CC1)NC(C21CCN(CC1)CCOC=1C=C(C2=C(COC(N2C2CC(C2)(C)O)=O)C1)C(F)(F)F)=O 6-{2-(5-chloro-2-oxospiro[indoline-3,4'-piperidin]-1'-yl)ethoxy}-1-(3-hydroxy-3-methylcyclobutyl)-8-(trifluoromethyl)-1,4-dihydro-3,1-benzoxazin-2-one